C1(CC1)C[C@@H](CC)N1N=CC(=C1)C=1C=2N(C=C(N1)C=1C=NN(C1)C[C@H](CO)O)N=CC2 (R)-3-(4-(4-(1-((R)-1-cyclopropylbutan-2-yl)-1H-pyrazol-4-yl)pyrazolo[1,5-a]pyrazin-6-yl)-1H-pyrazol-1-yl)propane-1,2-diol